C1(CC1)NCC1=CC(=C(C=C1)C=1N=C2SC3=C(N2C1)C=CC(=C3)C(=O)NCCCN(CC)CC)F 2-(4-((cyclopropylamino)methyl)-2-fluorophenyl)-N-(3-(diethylamino)propyl)benzo[d]imidazo[2,1-b]thiazole-7-carboxamide